N1(N=CC=C1)CC1=C(C=C(C(=O)N[S@](=O)(=N)C2=C(C=CC(=C2)C(CO)(C)C)OC)C=C1)OC (R)-4-((1H-pyrazol-1-yl)methyl)-N-(5-(1-hydroxy-2-methylpropan-2-yl)-2-methoxyphenylsulfonimidoyl)-3-methoxybenzamide